C(C)OC(=O)C(C)OC(C1=C(C(=CC=C1Cl)Cl)OC)=O.C1(CC1)C(=O)N1CCN(CC1)C1=CC=C(C=C1)SC1=CC(=C(C=C1)N)N cyclopropyl-(4-(4-((3,4-diaminophenyl)thio)phenyl)piperazin-1-yl)methanone 1-(ethoxycarbonyl)ethyl-3,6-dichloro-2-methoxybenzoate